6-methyl-5-(2-(1-methyl-1H-pyrazol-4-yl)pyrazolo[5,1-b]thiazole-7-carboxamido)-nicotinic acid CC1=NC=C(C(=O)O)C=C1NC(=O)C=1C=NN2C1SC(=C2)C=2C=NN(C2)C